FC1(CC(C1)NC1=NC(=NC(=N1)NC1CC(C1)(F)F)C1=NC(=CC=C1)C(F)(F)F)F N2,N4-bis(3,3-difluorocyclobutyl)-6-(6-(trifluoromethyl)pyridin-2-yl)-1,3,5-triazine-2,4-diamine